C(C)(C)(C)C1=CC=C(C(=O)OC2C(CCCC2)[Se]C2=CC=CC=C2)C=C1 2-(phenylselanyl)cyclohexyl 4-(tert-butyl)benzoate